t-butyl α-diazoacetate [N+](=[N-])=CC(=O)OC(C)(C)C